4-(3-(4-Chlorophenyl)-5-(3-ethoxy-4-hydroxyphenyl)-4,5-dihydro-1H-pyrazol-1-yl)-4-oxobutanoic acid ClC1=CC=C(C=C1)C1=NN(C(C1)C1=CC(=C(C=C1)O)OCC)C(CCC(=O)O)=O